C(C=CCCCCC)O 2-octen-1-ol